ClC=1C(=NC(=NC1)NC=1C=C(C=C(C1)C1CC1)N1CCCCC1)C1=CNC2=CC(=CC=C12)C 1-(3-((5-chloro-4-(6-methyl-1H-indol-3-yl)pyrimidin-2-yl)amino)-5-cyclopropylphenyl)piperidine